dicyanopalladium dichloride C(#N)[Pd](C#N)(Cl)Cl